trichloro[N,N-bis(diphenylphosphino)-N-isopropylamine] ClC(C(C)(N(P(C1=CC=CC=C1)C1=CC=CC=C1)P(C1=CC=CC=C1)C1=CC=CC=C1)Cl)Cl